N1N=NC(=C1)C(=O)[O-] 1H-1,2,3-triazol-4-carboxylate